methyl (8,8,12,12-tetramethyl-2,10-dioxo-5,11-dioxo-3,9-diazatridecyl)carbamate CC(CCC(CNC(CNC(OC)=O)=O)=O)(NC(C(C(C)(C)C)=O)=O)C